(4r,5r)-2-dichloromethyl-4,5-dihydro-5-(4-methylsulfonyl-phenyl)-4-oxazolemethanol ClC(C=1O[C@@H]([C@H](N1)CO)C1=CC=C(C=C1)S(=O)(=O)C)Cl